ClC1=NC=CC=2C3=C(C=CC12)C=C(C(=C3)C)C 4-chloro-8,9-dimethylbenzo[f]Isoquinoline